N-benzyl-N-ethyl-2-[2-(3,4-dichlorophenyl)-7-methyl-imidazo[1,2-a]pyridin-3-yl]-acetamide C(C1=CC=CC=C1)N(C(CC1=C(N=C2N1C=CC(=C2)C)C2=CC(=C(C=C2)Cl)Cl)=O)CC